F[C@@]12[C@@H](CNCC1)CNC2=O (3aS,7aR)-7a-fluorooctahydro-1H-pyrrolo[3,4-c]pyridin-1-one